COC(=O)C1=NC=CC=C1C1=NC(=NO1)C12CCC(CC1)(CC2)I (3-(4-iodobicyclo[2.2.2]oct-1-yl)-1,2,4-oxadiazol-5-yl)pyridine-2-carboxylic acid methyl ester